6-(4-((4-(1H-pyrazol-4-yl)phenyl)amino)pyrimidin-2-yl)-N-(2,2,2-trifluoro-ethyl)benzo[b]thiophene-2-carboxamide N1N=CC(=C1)C1=CC=C(C=C1)NC1=NC(=NC=C1)C=1C=CC2=C(SC(=C2)C(=O)NCC(F)(F)F)C1